NC1=CC(=C(C=C1OC)N1CCC(CC1)N1CCC(CC1)OCCOC1=C2CN(C(C2=CC=C1)=O)C1C(NC(CC1)=O)=O)CC 3-[4-[2-[[1-[1-(4-amino-2-ethyl-5-methoxy-phenyl)-4-piperidyl]-4-piperidyl]oxy]ethoxy]-1-oxo-isoindolin-2-yl]piperidine-2,6-dione